N'-phenyl-p-phenylen-diamin C1(=CC=CC=C1)NC1=CC=C(C=C1)N